CN[C@H](CC1=CNC2=CC=CC=C12)C(=O)O D-N-methyltryptophan